FC=1C=C2C(=NNC2=CC1OCCOC)C1=CC(=NO1)C=1C=CC(=NC1)N1CCS(CC1)=O 4-(5-{5-[5-fluoro-6-(2-methoxyethoxy)-1H-indazol-3-yl]-1,2-oxazol-3-yl}pyridin-2-yl)-1lambda4-thiomorpholin-1-one